FC1=C(OC(C(=O)N2CCN(CC2)S(=O)(=O)C=2C=CC3=C(CCO3)C2)(C)C)C=CC(=C1)F 2-(2,4-Difluorophenoxy)-1-(4-((2,3-Dihydrobenzofuran-5-yl)sulfonyl)piperazin-1-yl)-2-methylpropan-1-one